tert-butyl (2S)-2-[(2-{[(2S,5R)-6-hydroxy-7-oxo-1,6-diazabicyclo[3.2.1]oct-2-yl]carbonyl}hydrazinyl)carbonyl]piperidine-1-carboxylate ON1[C@@H]2CC[C@H](N(C1=O)C2)C(=O)NNC(=O)[C@H]2N(CCCC2)C(=O)OC(C)(C)C